[Si](C1=CC=CC=C1)(C1=CC=CC=C1)(C(C)(C)C)OC1CN(C1)CCN1C[C@@H](CCC1)NC1=CC(=C(N=N1)C1=C(C=C(C=C1)C(F)(F)F)O)C 2-(6-{[(3R)-1-(2-{3-[(tert-butyldiphenylsilyl)oxy]azetidin-1-yl}ethyl)piperidin-3-yl]amino}-4-methylpyridazin-3-yl)-5-(trifluoromethyl)phenol